4-(4-(3,4-dichlorophenyl)-3-propylpiperazine-1-carbonyl)quinolin-2(1H)-one ClC=1C=C(C=CC1Cl)N1C(CN(CC1)C(=O)C1=CC(NC2=CC=CC=C12)=O)CCC